(E)-5-(3,4-dichlorostyryl)benzol ClC=1C=C(/C=C/C=2C=CC=CC2)C=CC1Cl